tert-butyl (S)-6-(7-methoxy-4-((5-methyl-1-(methylamino)-1-oxohexan-3-yl)amino)pyrido[3,2-d]pyrimidin-2-yl)-2,6-diazaspiro[3.4]octane-2-carboxylate COC1=CC=2N=C(N=C(C2N=C1)N[C@H](CC(=O)NC)CC(C)C)N1CC2(CN(C2)C(=O)OC(C)(C)C)CC1